6-(4-acetylpiperazin-1-yl)-N-(2,4-difluoro-benzyl)-N-methyl-3,4-dihydroisoquinoline-2(1H)-methanesulfonamide C(C)(=O)N1CCN(CC1)C=1C=C2CCN(CC2=CC1)CS(=O)(=O)N(C)CC1=C(C=C(C=C1)F)F